methyl (perfluorocyclohexyl) sulfide FC1(C(C(C(C(C1(F)F)(F)F)(F)F)(F)F)(F)F)SC